C(C1=CC=CC=C1)ONC(=O)C=1C=C(C=CC1Cl)NC(=O)C1=C(C(=NN1C)C(C(F)(F)F)(F)F)C(F)(F)F N-[3-(benzyloxycarbamoyl)-4-chlorophenyl]-1-methyl-3-(pentafluoroethyl)-4-(trifluoromethyl)-1H-pyrazole-5-carboxamide